FC=1C=C2/C(/C(NC2=CC1)=O)=C/1\CC(C2=C1NC(=C2C(=O)OCC)C)C2=CC=CC=C2 ethyl (Z)-6-(5-fluoro-2-oxoindolin-3-ylidene)-2-methyl-4-phenyl-1,4,5,6-tetrahydrocyclopenta[b]pyrrole-3-carboxylate